(3,5-dicyclohexyl-4-hydroxyphenyl)-propionic acid C1(CCCCC1)C=1C=C(C=C(C1O)C1CCCCC1)C(C(=O)O)C